CC1=CN=CC=2N=C(N=C(C21)NC2(CC2)C)C=2C=NNC2 methyl-N-(1-methylcyclopropyl)-2-(1H-pyrazol-4-yl)pyrido[3,4-d]pyrimidin-4-amine